C(C)(=O)N1C2CC(CC1CC2)OC2=CC1=C(C(N(CCO1)C[C@@H](CN1CC3=CC=CC=C3CC1)O)=O)C=C2 8-[(8-acetyl-8-azabicyclo[3.2.1]oct-3-yl)oxy]-4-[(2R)-3-(3,4-dihydro-1H-isoquinolin-2-yl)-2-hydroxy-propyl]-2,3-dihydro-1,4-benzoxazepin-5-one